3-[5-[2-Nitro-4-(trifluoromethyl)phenyl]-2-furanyl]indeno[1,2-c]pyrazol-4(1H)-one [N+](=O)([O-])C1=C(C=CC(=C1)C(F)(F)F)C1=CC=C(O1)C=1C2=C(NN1)C1=CC=CC=C1C2=O